diethylbismuthanylsulfanyl(diethyl)bismuthane C(C)[Bi](CC)S[Bi](CC)CC